[2-(2-[3-[4-([[(2R,3S)-3-[(tert-butoxycarbonyl)amino]-5-carbamoylpentan-2-yl]oxy]methyl)phenyl]propoxy]ethoxy)ethoxy]acetic acid C(C)(C)(C)OC(=O)N[C@H]([C@@H](C)OCC1=CC=C(C=C1)CCCOCCOCCOCC(=O)O)CCC(N)=O